ClC1=C2C(N(C(NC2=C(C=C1)S(=O)(=O)C1=CC=C2C=CN(C2=C1)[C@H]1[C@@H](C1)F)=O)O)=O 5-chloro-8-((1-((1R,2R)-2-fluorocyclopropyl)-1H-indol-6-yl)sulfonyl)-3-hydroxyquinazoline-2,4(1H,3H)-dione